NC1=NC=CC=2N1C(=NC2C=2CCOCC2)C2=CC=C(C(=O)NC1=NC=CC(=C1)C(F)(F)F)C=C2 4-(5-amino-1-(3,6-dihydro-2H-pyran-4-yl)imidazo[1,5-c]pyrimidin-3-yl)-N-(4-(trifluoromethyl)pyridin-2-yl)benzamide